O[C@H](CNC(=O)C1=NC(=NC(=C1)NC1COC1)N(CCC)C)C1N=CC2=CC(=CC=C2C1)OCOC 3-((R)-1-hydroxy-2-(2-(methyl(propyl)amino)-6-(oxetan-3-ylamino)pyrimidine-4-carboxamido)ethyl)-7-(methoxymethoxy)-3,4-dihydroisoquinoline